CC1=NC=C(C(=O)NCCCC2=CC=C(C=C2)C=2C=C3CCC(NC3=CC2)=O)C=C1 6-methyl-N-(3-(4-(2-oxo-1,2,3,4-tetrahydroquinolin-6-yl)phenyl)propyl)nicotinamide